ClC1=C(C(=CC=C1)Cl)/C(/N1CC2C(C2C1)(F)F)=N/NS(=O)(=O)C1=CC=C(C=C1)C N-[(Z)-[(2,6-dichlorophenyl)-(6,6-difluoro-3-azabicyclo[3.1.0]hexan-3-yl)methylene]amino]-4-methyl-benzenesulfonamide